BENZOFURO[3,2-C]CHROMEN-6-ONE C1=C2C3=C(C(OC2=CC=C1)=O)C1=C(O3)C=CC=C1